N(=[N+]=[N-])CCOCCOCCOCCN(CCOCCOCCOCCC(=O)O)CCOCCOCCOCCN=[N+]=[N-] 1-azido-12-(2-(2-(2-(2-azidoethoxy)ethoxy)ethoxy)ethyl)-3,6,9,15,18,21-hexaoxa-12-azatetracosan-24-oic acid